(R)-9-(1-(but-2-ynoyl)pyrrolidin-3-yl)-6-(hydroxyamino)-7-(4-phenoxyphenyl)-7,9-dihydro-8H-purin-8-one C(C#CC)(=O)N1C[C@@H](CC1)N1C2=NC=NC(=C2N(C1=O)C1=CC=C(C=C1)OC1=CC=CC=C1)NO